dicarboxyphenyl-porphin C(=O)(O)N1C=2C=CC1=CC=1C=CC(=CC3=CC(=C(N3C(=O)O)C=C3C=CC(C2)=N3)C3=CC=CC=C3)N1